CC(C)(C)[S@](=O)N[C@H](C)C1=NC(=CC2=C1CNC2=O)N2[C@@H](CCC2)C (S,S)-2-methyl-N-[(1R)-1-{6-[(2R)-2-methylpyrrolidin-1-yl]-1-oxo-2,3-dihydro-1H-pyrrolo[3,4-c]pyridin-4-yl}ethyl]propane-2-sulfinamide